(E)-2-(4-(3-acetamidophenyl)-1H-1,2,3-triazol-1-yl)-N'-(5-chloro-2-hydroxybenzylidene)acethydrazide C(C)(=O)NC=1C=C(C=CC1)C=1N=NN(C1)CC(=O)N/N=C/C1=C(C=CC(=C1)Cl)O